4-((6-(7-(aminomethyl)-7-(5-methylisoxazol-3-yl)-3-azabicyclo[4.1.0]heptan-3-yl)-1H-pyrazolo[3,4-b]pyrazin-3-yl)thio)-3-chloropyridin-2-amine NCC1(C2CCN(CC12)C1=CN=C2C(=N1)NN=C2SC2=C(C(=NC=C2)N)Cl)C2=NOC(=C2)C